C(C)(C)(C)N(C(O)=O)[C@@H]1CN(CCC1)C1=C(C=NC(=C1)Cl)C=1C=NC(=CC1)NCCN(C)C.C(C1=CC=CC=C1)N1CCN(CC1)CCS(=O)(=O)NCC1=NC=CC=C1 2-(4-Benzylpiperazin-1-yl)-N-(pyridin-2-ylmethyl)ethanesulfonamide tert-butyl-(S)-(1-(6-chloro-6'-((2-(dimethylamino)ethyl)amino)-[3,3'-bipyridin]-4-yl)piperidin-3-yl)carbamate